L-1-allyl-3-methylimidazole chloride [Cl-].C(C=C)N1CN(C=C1)C